ClC1=C(C(=CC=C1)OC)NCC(=O)C1=CC=C(C=C1)C1=NOC(=N1)C(F)(F)Cl 2-((2-chloro-6-methoxyphenyl)amino)-1-(4-(5-(chlorodifluoromethyl)-1,2,4-oxadiazol-3-yl)phenyl)ethan-1-one